4-chloro-2,3-dihydropyridazine ClC=1CNN=CC1